Methyl (S)-5-amino-6-(((1r,3r)-3-(methoxycarbonyl) cyclohexyl) amino)-2-methyl-3,4-dihydroquinoline-1(2H)-carboxylate NC1=C2CC[C@@H](N(C2=CC=C1N[C@H]1C[C@@H](CCC1)C(=O)OC)C(=O)OC)C